4-(neopentanylamino)benzoic acid C(C(C)(C)C)NC1=CC=C(C(=O)O)C=C1